BrC1=C(N=C(C=2N1N=CC2)N2CCC1(CC2)C(C=2C(=NC=C(C2)Cl)C1)=O)C 1'-(7-bromo-6-methyl-pyrazolo[1,5-a]pyrazin-4-yl)-3-chloro-spiro[7H-cyclopenta[b]pyridine-6,4'-piperidine]-5-one